[(2R,3R,4S,5S,6R)-3,4,5-Triacetyloxy-6-[4-[(E)-3-oxo-3-phenylprop-1-enyl]phenoxy]oxan-2-yl]methyl acetate C(C)(=O)OC[C@H]1O[C@@H]([C@H]([C@H]([C@@H]1OC(C)=O)OC(C)=O)OC(C)=O)OC1=CC=C(C=C1)\C=C\C(C1=CC=CC=C1)=O